3-(6-chloro-5-fluoropyridin-2-yl)-6-cyclopropyl-7-methoxy-2-methylimidazo[1,2-b]pyridazine ClC1=C(C=CC(=N1)C1=C(N=C2N1N=C(C(=C2)OC)C2CC2)C)F